[Ba+2].[N+](=O)([O-])[O-].[Mg+2].[N+](=O)([O-])[O-].[N+](=O)([O-])[O-].[N+](=O)([O-])[O-] magnesium nitrate, barium salt